COC(C1CCN(CC1)C1=CC=C(C=C1)[C@@H]1C=2C=CC(=CC2CC[C@@H]1C(C)(C)O)O)OC (5R,6S)-5-(4-(4-(dimethoxymethyl)piperidin-1-yl)phenyl)-6-(2-hydroxypropan-2-yl)-5,6,7,8-tetrahydronaphthalen-2-ol